[Cl-].C(C)(C)(C)C=1C=C(C=C(C1)C(C)(C)C)C1=CC=CC=2N1C=[N+](C2)C2=C(C=CC=C2C(C)C)C(C)C 5-(3,5-di-tert-butylphenyl)-2-(2,6-diisopropylphenyl)imidazo[1,5-a]pyridin-2-ium chloride